2-(2,4-dichlorophenyl)-1-oxo-tetralin-6-carboxylic acid methyl ester COC(=O)C=1C=C2CCC(C(C2=CC1)=O)C1=C(C=C(C=C1)Cl)Cl